2-bromo-1-[2,5-di(methoxymethoxy)-phenyl]-1-phenyl-ethylene BrC=C(C1=CC=CC=C1)C1=C(C=CC(=C1)OCOC)OCOC